2,6-Dichloro-N-[1-(2-cyclopropylpyridin-4-yl)-1H-indazol-4-yl]-3-{[(2,2-dimethylpropionyl)amino]methyl}benzamide 3-Octylundecyl-7-((4-(Dimethylamino)Butanoyl)Oxy)Hexadecanoate C(CCCCCCC)C(CCOC(CCCCCC(CCCCCCCCC)OC(CCCN(C)C)=O)=O)CCCCCCCC.ClC1=C(C(=O)NC2=C3C=NN(C3=CC=C2)C2=CC(=NC=C2)C2CC2)C(=CC=C1CNC(C(C)(C)C)=O)Cl